dimethyl-4,5-dihydroisoxazole-3-carbothioic acid amide CC1(C(=NOC1)C(N)=S)C